C1(CCCCC1)P(C1=C(C=CC=C1OC(C)C)C1=C(C=C(C=C1C(C)C)C(C)C)C(C)C)C1CCCCC1 dicyclohexyl(3-isopropoxy-2',4',6'-triisopropyl-[1,1'-biphenyl]-2-yl)phosphane